6-(((2-((2-(diethylamino)ethyl)(ethyl)amino)ethoxy)carbonyl)oxy)undecane-1,11-diyl bis(2-hexyldecanoate) C(CCCCC)C(C(=O)OCCCCCC(CCCCCOC(C(CCCCCCCC)CCCCCC)=O)OC(=O)OCCN(CC)CCN(CC)CC)CCCCCCCC